C1(=CC=CC=C1)C1N=C(OC1)C=1C=CC=C2C=CC=NC12 4-phenyl-2-(8-quinolinyl)-4,5-dihydro-oxazole